ClC=1C=CC2=C([C@@H]([C@](O2)(C2=CC=CC=C2)CNC2CCC2)O)C1C1=C(C(=O)N)C=CC(=C1F)OC(F)F 2-((2S,3S,4S)-5-chloro-2-((cyclobutylamino)methyl)-3-hydroxy-2-phenyl-2,3-dihydrobenzofuran-4-yl)-4-(difluoromethoxy)-3-fluorobenzamide